1-phenylcyclohexylamine C1(=CC=CC=C1)C1(CCCCC1)N